C(C)CC(CC(=O)[O-])=O.C(C)CC(CC(=O)[O-])=O.[Ti+2] titanium di(ethyl acetoacetate)